germanium oxide [Ge]=O